benzene-1-ol C1(=CC=CC=C1)O